5-(4-((1-(2-(4-(1,2-bis(4-hydroxyphenyl)but-1-en-1-yl)phenoxy)ethyl)piperidin-4-yl)methyl)piperazin-1-yl-2,2,3,3,5,5,6,6-d8)-2-(2,6-dioxopiperidin-3-yl)isoindoline-1,3-dione OC1=CC=C(C=C1)C(=C(CC)C1=CC=C(C=C1)O)C1=CC=C(OCCN2CCC(CC2)CN2C(C(N(C(C2([2H])[2H])([2H])[2H])C=2C=C3C(N(C(C3=CC2)=O)C2C(NC(CC2)=O)=O)=O)([2H])[2H])([2H])[2H])C=C1